CC1=CC=C(C=C1)C1=NN=C(O1)CN (5-(4-methylphenyl)-1,3,4-oxadiazol-2-yl)methylamine